C(#N)C1(CC1)NS(=O)(=O)C=1C=C(C2=C(N(C=N2)C=2SC(=NN2)C(F)F)C1)N1C[C@H](N(CC1)C(C(C)C)=O)C (R)-N-(1-cyanocyclopropyl)-1-(5-(difluoromethyl)-1,3,4-thiadiazol-2-yl)-4-(4-isobutyryl-3-methylpiperazin-1-yl)-1H-benzo[d]imidazole-6-sulfonamide